N-(2-Phenylethyl)-1,3-bis(aminomethyl)-benzol C1(=CC=CC=C1)CCNCC1=CC(=CC=C1)CN